ClC=1C(=NC(=NC1)NC1=C(C=C(C=C1)C(=O)N1CCOCC1)OC)C=1C=NN(C1)C=1C=NC=CC1 (4-((5-chloro-4-(1-(pyridin-3-yl)-1H-pyrazol-4-yl)pyrimidin-2-yl)amino)-3-methoxyphenyl)(morpholino)methanone